N-[(3-chloro-1-methyl-1H-indol-5-yl)methyl]-6'-fluoro-4'-oxo-3',4'-dihydrospiro[azetidine-3,2'-[1]benzopyran]-1-carboxamide ClC1=CN(C2=CC=C(C=C12)CNC(=O)N1CC2(OC3=C(C(C2)=O)C=C(C=C3)F)C1)C